chloro-3-fluoro-3'-(2-fluoropyridin-4-yl)-2'-methoxy-[1,1'-biphenyl] ClC1=C(C=CC=C1F)C1=C(C(=CC=C1)C1=CC(=NC=C1)F)OC